3-methyl-oxetane-3-carboxylic acid CC1(COC1)C(=O)O